sodium perfluorodecene FC(=C(C(C(C(C(C(C(C(C(F)(F)F)(F)F)(F)F)(F)F)(F)F)(F)F)(F)F)(F)F)F)F.[Na]